(R)-2-((2-(2-(cyclopent-1-en-1-yl)phenyl)-2-hydroxyacetoxy)methyl)-1,1-dimethylpyrrolidin-1-ium trifluoroacetate FC(C(=O)[O-])(F)F.C1(=CCCC1)C1=C(C=CC=C1)C(C(=O)OC[C@@H]1[N+](CCC1)(C)C)O